5-bromo-2,5,6,7-tetrahydro-4H-isoindol-4-one BrC1C(C2=CNC=C2CC1)=O